C(C1=CC=CC=C1)OC(CCN1N=NC2=C1C=CC(=C2C)C(CC(=O)OCC)C2=CC(=C(C=C2)C)CO)=O ethyl 3-{1-[3-(benzyloxy)-3-oxopropyl]-4-methyl-1H-benzotriazol-5-yl}-3-[3-(hydroxymethyl)-4-methylphenyl]propanoate